((2R,3S,5R)-5-(2-amino-1,9-dihydro-6H-purin-6-one-9-yl)-3-hydroxytetrahydrofuran-2-yl)-methyl butyl hydrogen phosphate P(=O)(OC[C@H]1O[C@H](C[C@@H]1O)N1C=2N=C(NC(C2N=C1)=O)N)(OCCCC)O